C(CCCCCCCC)C=1C(=C(C(=C(C1)NC1=CC=CC=C1)CCCCCCCCC)CCCCCCCCC)CCCCCCCCC tetranonyl-diphenylamine